(S)-1-(2-((1-(cyclopropylmethyl)-1H-pyrazolo[3,4-b]pyridin-6-yl)amino)-5-(1-(2,2,2-trifluoroethyl)-1H-pyrazol-4-yl)pyridin-4-yl)piperidin-3-ol C1(CC1)CN1N=CC=2C1=NC(=CC2)NC2=NC=C(C(=C2)N2C[C@H](CCC2)O)C=2C=NN(C2)CC(F)(F)F